N[C@@H]([C@@H](C(=O)N1[C@@H](CCC1)C(=O)OC1CCCC1)O)CC(C)C Cyclopentyl ((2S,3R)-3-amino-2-hydroxy-5-methylhexanoyl)-L-prolinate